2-([5-(3,5-Dimethoxyphenyl)-1-phenyl-1H-pyrazol-3-yl]methoxy)-2-methyl-propanoic acid COC=1C=C(C=C(C1)OC)C1=CC(=NN1C1=CC=CC=C1)COC(C(=O)O)(C)C